C(C)OC(CO)=O glycolic acid ethyl ester